FC(C1=CC=C(C=C1)N1CC(CC2=NC=CC=C12)CN)(F)F (1-(4-(trifluoromethyl)phenyl)-1,2,3,4-tetrahydro-1,5-naphthyridin-3-yl)methanamine